ClC=1C=CC2=C([C@@H](C[C@@H](O2)C(=O)NC23CC(C2)(C3)C3=NOC(=C3)C=3C=NC(=CC3)C(F)(F)F)O)C1 (2R,4R)-6-chloro-4-hydroxy-N-(3-{5-[6-(trifluoromethyl)pyridin-3-yl]-1,2-oxazol-3-yl}bicyclo[1.1.1]pent-1-yl)-3,4-dihydro-2H-1-benzopyran-2-carboxamide